FC(CCS(=O)(=O)NC1=C(C=C(C=C1)C=1C=C(C=2N=C(N=CC2N1)N[C@@H]1CNC[C@@](C1)(C)CF)C(C)C)F)(F)F 3,3,3-trifluoro-N-(2-fluoro-4-(2-(((3S,5S)-5-(fluoromethyl)-5-methylpiperidin-3-yl)amino)-8-iso-propylpyrido[3,2-d]pyrimidin-6-yl)phenyl)propane-1-sulfonamide